(1S,4s)-4-(4-amino-5-methyl-1H-pyrazol-1-yl)-1-iminohexahydro-1λ6-thiopyran 1-oxide NC=1C=NN(C1C)C1CCS(CC1)(=N)=O